2-(4-Cinnamylpiperazin-1-yl)ethoxybenzaldehyde C(C=CC1=CC=CC=C1)N1CCN(CC1)CCOC1=C(C=O)C=CC=C1